O1C(=NC=C1)C=1C=NC2=CC=C(C=C2C1NC1=C(C(=O)O)C=CC=C1)OC(F)(F)F 2-[[3-oxazol-2-yl-6-(trifluoromethoxy)-4-quinolinyl]amino]benzoic acid